4-bromo-2-fluorophenylcyclobutanone BrC1=CC(=C(C=C1)C1C(CC1)=O)F